4-(5-(3,5-dichlorophenyl)-5-(trifluoromethyl)-4,5-dihydro-isoxazol-3-yl)-2-methylbenzoic acid ClC=1C=C(C=C(C1)Cl)C1(CC(=NO1)C1=CC(=C(C(=O)O)C=C1)C)C(F)(F)F